N1=COC=2NC=CC(C21)=O oxazolo[5,4-b]pyridin-7(4H)-one